2-Methylthiophene-3-carboxylic acid hydrazide CC=1SC=CC1C(=O)NN